C(C)(C)(C)C=1C(=C(C(=C(C1)N(C(O)=O)C(=O)OC(C)(C)C)[N+](=O)[O-])NCC(F)F)C=1CCN(CC1)C.CC1(OC2=C(C=C1)C=CC=C2)C 2,2-Dimethyl-benzopyran tert-butyl(tert-butoxycarbonyl)(3-((2,2-difluoroethyl)amino)-4-(1-methyl-1,2,3,6-tetrahydropyridin-4-yl)-2-nitrophenyl)carbamate